CC1=NN=C(O1)S 5-methyl-2-mercapto-1,3,4-oxadiazole